6-{[2-(4-chlorophenyl)imidazo[1,2-a]pyrimidin-3-yl]methyl}-2,6-diazabicyclo[3.2.2]nonane-2-carboxylic acid tert-butyl ester C(C)(C)(C)OC(=O)N1C2CN(C(CC1)CC2)CC2=C(N=C1N2C=CC=N1)C1=CC=C(C=C1)Cl